1-((4-fluorophenyl)(4-methoxyphenyl)methyl)piperazine FC1=CC=C(C=C1)C(N1CCNCC1)C1=CC=C(C=C1)OC